C(C)(C)(C)OC(=O)N1CC=NC=C1 Pyrazine-1-carboxylic acid tert-butyl ester